ClC1=C(C(=O)NC=2C=C3C=C(N(C3=CC2)CCCOC)C(=O)NC2=CC(=C(C=C2)N2CCOCC2)F)C=C(C=C1)CNC(C(C)C)=O 5-(2-chloro-5-(isobutyramidomethyl)benzamido)-N-(3-fluoro-4-morpholinophenyl)-1-(3-methoxypropyl)-1H-indole-2-carboxamide